C1(CC1)C=1C=NN(C1CO[C@H]1[C@@H]2CN([C@H](C1)C2)C2=CC(=C(C(=O)O)C(=C2)F)F)C2=C(C=CC=C2Cl)Cl 4-[(1S,4S,5R)-5-{[4-cyclopropyl-1-(2,6-dichlorophenyl)-1H-pyrazol-5-yl]methoxy}-2-azabicyclo[2.2.1]heptan-2-yl]-2,6-difluorobenzoic acid